threoninamide N[C@@H]([C@H](O)C)C(=O)N